N1-(2-(cyclohexyl(methyl)amino)-4-fluorophenyl)-N4,N4-dimethylbenzene-1,4-disulfonamide C1(CCCCC1)N(C1=C(C=CC(=C1)F)NS(=O)(=O)C1=CC=C(C=C1)S(=O)(=O)N(C)C)C